1-(2-((2-((3-chloro-2-fluorobenzyl)amino)-2-oxoethyl)(cyclopropylmethyl)amino)-2-oxoethyl)-1H-indazole-3-carboxamide ClC=1C(=C(CNC(CN(C(CN2N=C(C3=CC=CC=C23)C(=O)N)=O)CC2CC2)=O)C=CC1)F